5-(8-cyclopropyl-2-methyl[1,2,4]triazolo[1,5-a]pyrazin-6-yl)-2-{3-[(3R,5S)-3,5-dimethylpiperazin-1-yl]-1,2,4-triazin-6-yl}phenol dihydrochloride Cl.Cl.C1(CC1)C=1C=2N(C=C(N1)C=1C=CC(=C(C1)O)C1=CN=C(N=N1)N1C[C@H](N[C@H](C1)C)C)N=C(N2)C